FC=1C=CC(=C(C(=O)N(C(C)C)C(C)C)C1)OC=1C(=NC=NC1)N1CC2(C1)CCN(CC2)C[C@H]2OC[C@@H](CC2)NS(=O)(=O)C(C)C 5-Fluoro-N,N-diisopropyl-2-((4-(7-(((2S,5R)-5-((1-methylethyl)sulfonamido)tetrahydro-2H-pyran-2-yl)methyl)-2,7-diazaspiro[3.5]nonan-2-yl)pyrimidin-5-yl)oxy)benzamide